methyl-L-methionine CN[C@@H](CCSC)C(=O)O